FC=1C(=C(C=C(C1)F)[C@@H]1C2=C(NC(=C1C(=O)OC)CF)COC2=O)[C@@H](C)F Methyl (R)-4-(3,5-difluoro-2-((R)-1-fluoroethyl) phenyl)-2-(fluoromethyl)-5-oxo-1,4,5,7-tetrahydrofurano[3,4-b]pyridine-3-carboxylate